tert-butyl N-[4-[1-(2,6-dioxo-3-piperidyl) 3-methyl 2-oxo-benzimidazol-5-yl]cyclohex-3-en-1-yl]carbamate O=C1NC(CCC1N1C(N(C2=C1C=CC(=C2)C2=CCC(CC2)NC(OC(C)(C)C)=O)C)=O)=O